C1(CCCCC1)COC=1C=C(CNC(=N)N)C=CC1 1-(3-(cyclohexylmethoxy)benzyl)guanidine